Methyl 1-((3,3-difluoro-1-methylcyclobutyl)methyl)-4-iodo-3-(1-(trifluoromethyl)cyclopropyl)-1H-pyrazole-5-carboxylate FC1(CC(C1)(C)CN1N=C(C(=C1C(=O)OC)I)C1(CC1)C(F)(F)F)F